OC(CO)C1=CC=CC=C1 4-(1,2-Dihydroxyethyl)benzene